rel-(S)-4-(6-(4-(tert-butyl)-5-chloro-2-methylphenyl)-2-methyl-4-oxo-1,4-dihydropyridin-3-yl)oxazolidin-2-one C(C)(C)(C)C1=CC(=C(C=C1Cl)C1=CC(C(=C(N1)C)[C@@H]1NC(OC1)=O)=O)C |o1:18|